C(C1=CC=CC=C1)C=1C=NC(=NC1)C=1CC=NCC1 4-(5-benzylpyrimidin-2-yl)-3,6-dihydropyridine